(R)-2-(7-((1-(2-fluoroethyl)piperidin-3-yl)amino)pyrazolo[1,5-d][1,2,4]triazin-4-yl)-5-(trifluoromethyl)phenol FCCN1C[C@@H](CCC1)NC1=NN=C(C=2N1N=CC2)C2=C(C=C(C=C2)C(F)(F)F)O